O=C1N(C(C=C1)=O)CCOCCOCCOCCOCCOCCOCCC 1-(2,5-dioxo-2,5-dihydro-1H-pyrrol-1-yl)-3,6,9,12,15,18-hexaoxa-heneicosane